C(C)(C)(C)C1=NNC(=C1)NC([C@@H](C)C=1C=NN(C1)C1=CC(=CC=C1)Cl)=O (S)-N-(3-(tert-butyl)-1H-pyrazol-5-yl)-2-(1-(3-chlorophenyl)-1H-pyrazol-4-yl)propanamide